C(C)OC(COC1=CC=NC=C1)=O 4-(2-Ethoxy-2-oxoethoxy)pyridine